(3R,4R)-1-(tert-butoxycarbonyl)-3-hydroxypiperidine-4-carboxylic acid C(C)(C)(C)OC(=O)N1C[C@@H]([C@@H](CC1)C(=O)O)O